C12=CC=C(C=C1)S2 Para-Phenylene Sulfide